3-((1,7,7-trimethyl-bicyclo[2.2.1]heptan-2-yl)thio)propanoic acid CC12C(CC(CC1)C2(C)C)SCCC(=O)O